C12(CC3CC(CC(C1)C3)C2)CCC(=O)OC[C@]2(O[C@H](C[C@@H]2O)N2C3=NC(=NC(=C3N=C2)N)F)C#C ((2R,3S,5R)-5-(6-amino-2-fluoro-9H-purin-9-yl)-2-ethynyl-3-hydroxy-tetra-hydrofuran-2-yl)methyl 3-(1-adamantyl)propanoate